CCCCCCCCCCCCC#C 13-tetradecyne